6-(2-ethoxy-3-pyridyl)-3-isopropyl-N-[(2-methoxy-4-pyridyl)methyl]-1-methyl-pyrazolo[3,4-b]pyridin-4-amine C(C)OC1=NC=CC=C1C=1C=C(C2=C(N1)N(N=C2C(C)C)C)NCC2=CC(=NC=C2)OC